2-(2-((3R,4R)-3-Amino-4-fluoropiperidin-1-yl)-5,6-difluoro-1H-benzo[d]imidazol-1-yl)-1-(azetidin-1-yl)ethanon N[C@@H]1CN(CC[C@H]1F)C1=NC2=C(N1CC(=O)N1CCC1)C=C(C(=C2)F)F